ClC1=C(C[C@H]2COC3=C(C=C(C=C3C2=O)CN2C(N(C=C2)C)=N)C2=CC(=NC=C2)NC(C)=O)C=CC(=C1)F (S)-N-(4-(3-(2-chloro-4-fluorobenzyl)-6-((2-imino-3-methyl-2,3-dihydro-1H-imidazol-1-yl)methyl)-4-oxochroman-8-yl)pyridin-2-yl)acetamide